tert-butyl (R,E)-2-(3-ethoxy-3-oxoprop-1-en-1-yl)morpholine-4-carboxylate C(C)OC(/C=C/[C@@H]1CN(CCO1)C(=O)OC(C)(C)C)=O